(S)-1-(1-(difluoromethyl)cyclopropyl)-N-(1-(2-methyl-6-(trifluoromethyl)pyridin-4-yl)ethyl)-4-((1-methylpiperidin-4-yl)amino)-6-oxo-1,6-dihydropyridine-3-carboxamide FC(C1(CC1)N1C=C(C(=CC1=O)NC1CCN(CC1)C)C(=O)N[C@@H](C)C1=CC(=NC(=C1)C(F)(F)F)C)F